FC(C(=O)O)(F)F.NCC(COC1=CC=C2C(=N1)CN(C2=O)C2CC2)=CF (2-(aminomethyl)-3-fluoroallyloxy)-6-cyclopropyl-6,7-dihydro-5H-pyrrolo[3,4-b]pyridin-5-one trifluoroacetate salt